C1(CC1)S(=O)(=NCC1=CC=C(C=C1)C1=NOC(=N1)C(F)(F)F)C cyclopropyl(methyl)((4-(5-(trifluoromethyl)-1,2,4-oxadiazol-3-yl)benzyl)imino)-λ6-sulfanone